FC1(CCC(CC1)C(=O)N1CCC(CC1)N1N=C(C=CC1=O)N1N=C(C=C1C)C)F 2-[1-(4,4-difluorocyclohexanecarbonyl)piperidin-4-yl]-6-(3,5-dimethylpyrazol-1-yl)pyridazin-3-one